CC1=CC(CN2C3=C(C(=C12)C=1C=NC2=CC=CC=C2C1)C(=NC=N3)N)N 6-methyl-5-(quinolin-3-yl)-8H,9H-pyrimido[5,4-b]indolizine-4,8-diamine